2-[1-[(1-Oxo-3,4-dihydro-2H-isochinolin-6-yl)methyl]pyrazol-4-yl]-5-propyl-3H-imidazo[2,1-b]purin-4-on O=C1NCCC2=CC(=CC=C12)CN1N=CC(=C1)C1=NC=2N3C(N(C(C2N1)=O)CCC)=NC=C3